C(C(=C)C)(=O)OCC(CO[SiH2]C(O[Si](C)(C)C)O[Si](C)(C)C)O 3-methacryloyloxy-2-hydroxypropoxybis(trimethylsiloxy)methyl-silane